N-((S)-cycloheptyl(6-(((5S)-2-oxo-5-(trifluoromethyl)piperidin-3-yl)methyl)imidazo[1,2-b]pyridazin-2-yl)methyl)-1-ethyl-1H-pyrazole-5-carboxamide C1(CCCCCC1)[C@H](NC(=O)C1=CC=NN1CC)C=1N=C2N(N=C(C=C2)CC2C(NC[C@H](C2)C(F)(F)F)=O)C1